C(C(C)C)NC(C=CC=CCCCCCCC)=O N-isobutyl-2,4-dodecadienamide